FC=1C=CC=C2C=C(N=CC12)N 8-fluoroisochinolin-3-amin